1-(3-(3-nitrophenyl)acryloyl)-5,6-dihydropyridin-2(1H)-one [N+](=O)([O-])C=1C=C(C=CC1)C=CC(=O)N1C(C=CCC1)=O